3-chloro-2-cyclopropoxy-5-(4-(2-(methylthio)quinoxalin-6-yl)phenoxy)benzonitrile ClC=1C(=C(C#N)C=C(C1)OC1=CC=C(C=C1)C=1C=C2N=CC(=NC2=CC1)SC)OC1CC1